tert-butyl 3-[3-(prop-2-yn-1-yloxy) propoxy]propionate C(C#C)OCCCOCCC(=O)OC(C)(C)C